4,4'-(anthracene-9,10-diyl)bis(pyridin-1-ium) iodide [I-].C1=CC=CC2=C(C3=CC=CC=C3C(=C12)C1=CC=[NH+]C=C1)C1=CC=[NH+]C=C1.[I-]